NC1=C(N=C(S1)C1=C(C(=CC=C1F)OC)F)C(=O)NC=1C(=C2C(=NC1)C(CC2)O)N2CC(CCC2)N 5-amino-N-{4-[3-aminopiperidin-1-yl]-7-hydroxy-6,7-dihydro-5H-cyclopenta[b]pyridin-3-yl}-2-(2,6-difluoro-3-methoxyphenyl)-1,3-thiazole-4-carboxamide